4-(3-bromo-5-(4-morpholinophenylsulfonyl)phenyl)morpholine BrC=1C=C(C=C(C1)S(=O)(=O)C1=CC=C(C=C1)N1CCOCC1)N1CCOCC1